CC1=CC=C(C=N1)CC(=O)N (6-methyl-3-pyridyl)acetamide